cyclobutyl (4-cyclobutyl-3-(3-hydroxy-3-methylcyclobutyl)-1-methyl-1H-pyrazol-5-yl)carbamate C1(CCC1)C=1C(=NN(C1NC(OC1CCC1)=O)C)C1CC(C1)(C)O